CC1=C(C=C(C=N1)NC(C1=NC=CC(=C1)C(F)(F)F)=N)C=1C=NC2=CC(=NC=C2C1)NC N-(6-Methyl-5-(7-(methylamino)-1,6-naphthyridin-3-yl)pyridin-3-yl)-4-(trifluoromethyl)picolinimidamide